C1(CC1)C(C(=O)OCC)(F)F Ethyl 2-cyclopropyl-2,2-difluoroacetate